COC([C@@H](NC(C)=O)CO)=O Acetyl-L-serine methyl ester